NCC=1C(=NC=C(C1)F)N 3-(aminomethyl)-5-fluoropyridin-2-amine